OC(CC(=O)[O-])CCCCCCCCCC 3-hydroxytridecanoate